bis(3-propyl)methoxysilane CCC[SiH](OC)CCC